tetramethyl-aminozirconium C[Zr](N)(C)(C)C